(S)-2-(6-(3-hydroxypyrrolidin-1-yl)pyridin-3-yl)-5-(1-methyl-1H-pyrazol-4-yl)-6,7-dihydrothiazolo[5,4-c]pyridin-4(5H)-one O[C@@H]1CN(CC1)C1=CC=C(C=N1)C=1SC=2C(N(CCC2N1)C=1C=NN(C1)C)=O